N-(phenyl(4-vinylphenyl)methyl)-2-oxo-6-(trifluoromethyl)-1,2-dihydropyridine-3-carboxamide C1(=CC=CC=C1)C(NC(=O)C=1C(NC(=CC1)C(F)(F)F)=O)C1=CC=C(C=C1)C=C